O=C1NC(CCC1N1C(C2=CC(=CC(=C2C1=O)N1C(C(NC(C1([2H])[2H])([2H])[2H])([2H])[2H])([2H])[2H])F)=O)=O 2-(2,6-dioxopiperidin-3-yl)-6-fluoro-4-(piperazin-1-yl-2,2,3,3,5,5,6,6-d8)isoindoline-1,3-dione